COCC1(CN(C=2N=C(N=CC21)NC2=CC=C(C=C2)N2CCN(CC2)C)C2=NN(C=C2)C)C 5-(methoxymethyl)-5-methyl-N-[4-(4-methylpiperazin-1-yl)phenyl]-7-(1-methylpyrazol-3-yl)-6H-pyrrolo[2,3-d]pyrimidin-2-amine